N(N)CC(CO)=C 2-(Hydrazinylmethyl)prop-2-en-1-ol